2-[(1S*)-2,2-difluoro-1-methyl-ethyl]pyrazole-3-carboxamide FC([C@H](C)N1N=CC=C1C(=O)N)F |o1:2|